COC=1CCC[C@H](N1)C(=O)OC methyl (S)-6-methoxy-2,3,4,5-tetrahydropyridine-2-carboxylate